2-amino-3-methylhexanoic acid NC(C(=O)O)C(CCC)C